N[C@H]1CN(CCC1)CC(C)(O)C (R)-1-(3-aminopiperidin-1-yl)-2-methylpropan-2-ol